OC(C)(C)C1=CC=C(C=N1)C=1N=C2C(=NC1)NC(CN2[C@H]2C[C@@H](CC2)OC)=O 6-(6-(2-hydroxypropan-2-yl)pyridin-3-yl)-4-((1R,3R)-3-methoxycyclopentyl)-3,4-dihydropyrazino[2,3-b]pyrazin-2(1H)-one